5-[(1E,5Z)-oct-1,5-dienyl]oxacyclopentane-2-one C(=C\CC\C=C/CC)/C1CCC(O1)=O